(S)-2-(t-Butyldimethylsiloxy)propionic acid O([Si](C)(C)C(C)(C)C)[C@H](C(=O)O)C